N[C@H]1CS(C2=C(N(C1=O)CC1=CC=C(C=C1)Cl)C=C(C(=C2)F)C=2OC(=NN2)CC)(=O)=O (3R)-3-amino-5-[(4-chlorophenyl)methyl]-7-(5-ethyl-1,3,4-oxadiazol-2-yl)-8-fluoro-1,1-dioxo-2,3-dihydro-1lambda6,5-benzothiazepin-4-one